C(=O)(OC(C)(C)C)N[C@@H](CCCCN)C(=O)O e-Boc-lysine